racemic-trans-4-mercaptotetrahydrofuran-3-ol S[C@H]1[C@@H](COC1)O |r|